C(#N)C12CCC(CC1)N2C(=O)OC(C)(C)C tert-butyl 1-cyano-7-azabicyclo[2.2.1]-heptane-7-carboxylate